CC=1C(=C(C(=C(C1C)C)[C@H](C)C1=CC=CC=C1)NCCNC1=C(C(=C(C(=C1[C@H](C)C1=CC=CC=C1)C)C)C)[C@H](C)C1=CC=CC=C1)[C@H](C)C1=CC=CC=C1 N1,N2-bis(3,4,5-trimethyl-2,6-bis((R)-1-phenylethyl)phenyl)ethane-1,2-diamine